2-(2-chloro-5-fluoro-3,4-dimethoxyphenyl)acetic acid methyl ester COC(CC1=C(C(=C(C(=C1)F)OC)OC)Cl)=O